ClC1=CC=C(OC2=C(C=C(C=C2)\C=C\OC)F)C=C1 (E)-1-(4-chlorophenoxy)-2-fluoro-4-(2-methoxyvinyl)benzene